(E)-3-(6-amino-pyridin-3-yl)-N-((5-(4-(4-fluoro-phenoxy)phenyl)-7-(4-fluoro-phenyl)benzofuran-2-yl)methyl)acrylamide 3,7-dimethylocta-1,6-dien-3-yl-acetate Linalyl-Acetate C(C)(C=C)(CCC=C(C)C)CC(=O)O.CC(C=C)(CCC=C(C)C)CC(=O)O.NC1=CC=C(C=N1)/C=C/C(=O)NCC=1OC2=C(C1)C=C(C=C2C2=CC=C(C=C2)F)C2=CC=C(C=C2)OC2=CC=C(C=C2)F